NC=1C(=NC=C(N1)N1CCC(CC1)(C)N)SC=1C(=C(C=CC1)N1CCN(CC1)CC1=C(C=CC=C1)NC1C(NC(CC1)=O)=O)Cl 3-((2-((4-(3-((3-amino-5-(4-amino-4-methylpiperidin-1-yl)pyrazin-2-yl)thio)-2-chlorophenyl)piperazin-1-yl)methyl)phenyl)amino)piperidine-2,6-dione